trans-2-ethyl-1-propyl-3,6-dimethylcyclohex-4-en-1,2-dicarboxylate C(C)C1(C([C@H](C=C[C@@H]1C)C)(C(=O)[O-])CCC)C(=O)[O-]